C(C)(C)(C)NC(=O)C1=C(C2=C(OCCO2)C=C1N1N=CC=C1)Cl N-(tert-butyl)-5-chloro-7-(1H-pyrazol-1-yl)-2,3-dihydrobenzo-[b][1,4]dioxine-6-carboxamide